N12CCNCCNCCN(CCNCCNCC1)CCNCCNCC2 1,4,7,10,13,16,21,24-octaazabicyclo[8.8.8]hexacosane